Hydroxybenzoic acid octyl ester C(CCCCCCC)OC(C1=C(C=CC=C1)O)=O